C1=C(C=CC=2SC3=CC=C(C=C3SC12)C=1C=C(C=CC1)CO)C=1C=C(C=CC1)CO 26-[thianthrene-2,8-diyldi(3,1-phenylene)]dimethanol